[Si](C)(C)(C(C)(C)C)OC=1C=CC2=C(N(C(O2)=O)C)C1 5-((Tert-butyldimethylsilyl)oxy)-3-methylbenzo[d]oxazol-2(3H)-one